C[C@H]1[C@@H](C[C@H]([C@@H](O1)OCCCCCCCCCC(=O)SCCNC(=O)CCNC(=O)[C@@H](C(C)(C)COP(=O)([O-])OP(=O)([O-])OC[C@@H]2[C@H]([C@H]([C@@H](O2)N3C=NC4=C(N=CN=C43)N)O)OP(=O)([O-])[O-])O)O)O The molecule is an acyl-CoA(4-) obtained by deprotonation of the phosphate and diphosphate groups of oscr#16-CoA; major species at pH 7.3. It is a conjugate base of an oscr#16-CoA.